dioxolanediol diacrylate C(C=C)(=O)OC1(OCCO1)OC(C=C)=O